[Cl-].[Cl-].CC=1C(=C(C(C1)(C)[Zr+2]C1(C(=C(C(=C1)C)C)C)C)C)C bis(tetramethyl-cyclopentadienyl)zirconium dichloride